ClC=1C=C(SC1CC(CCCC)CC)C1C2=C(SC=C2)C(C2=C1SC=C2)C=2SC(=C(C2)Cl)CC(CCCC)CC 4,8-bis(4-chloro-5-(2-ethylhexyl)thiophen-2-yl)-4,8-dihydrobenzo[1,2-b:4,5-b']dithiophene